2-[6-(4-methanesulfonyl-piperidin-1-yl)pyridin-3-yl]-N-{[4-methyl-2-(piperidin-1-yl)phenyl](5-methylfuran-2-yl)methyl}acetamide CS(=O)(=O)C1CCN(CC1)C1=CC=C(C=N1)CC(=O)NC(C=1OC(=CC1)C)C1=C(C=C(C=C1)C)N1CCCCC1